NC1(CCN(CC1)C1=NC(=C2C(=N1)NN=C2C2=C(C(=CC=C2)Cl)Cl)C#N)C2=C(C=CC=C2)OC 6-(4-Amino-4-(2-methoxyphenyl)piperidin-1-yl)-3-(2,3-dichlorophenyl)-1H-pyrazolo[3,4-d]pyrimidine-4-carbonitrile